NCCCCCC(=O)NCCO[C@@H]1O[C@H]([C@H]([C@H]([C@@H]1O)O)O)C 6-amino-N-(2-(((2R,3S,4R,5S,6S)-3,4,5-trihydroxy-6-methyltetrahydro-2H-pyran-2-yl)oxy)ethyl)hexanamide